NC=1OC2=C(C=NC=C2N2CC3(CC3C2)C(=O)N2[C@H](C3=C(C=C(C=C3CC2)Cl)Cl)C)N1 (3-(2-aminooxazolo[4,5-c]pyridin-7-yl)-3-azabicyclo[3.1.0]hexan-1-yl)((S)-6,8-dichloro-1-methyl-3,4-dihydroisoquinolin-2(1H)-yl)methanone